copper-barium [Ba].[Cu]